ClC=1C=C(OC2C(C(C2(C)C)NC(C2=CC=C(C=C2)N2CCC(CC2)CN2CCN(CC2)C=2C=C3C(N(C(C3=CC2)=O)C2C(NC(C2)=O)=O)=O)=O)(C)C)C=CC1C#N N-((1r,3r)-3-(3-chloro-4-cyanophenoxy)-2,2,4,4-tetramethylcyclobutyl)-4-(4-((4-(2-(2,5-dioxopyrrolidin-3-yl)-1,3-dioxoisoindolin-5-yl)piperazin-1-yl)methyl)piperidin-1-yl)benzamide